α,α'-trehalose C([C@@H]1[C@H]([C@@H]([C@H]([C@H](O1)O[C@@H]2[C@@H]([C@H]([C@@H]([C@H](O2)CO)O)O)O)O)O)O)O